B(O)(O)O.N(CCO)(CCO)CCO triethanolamine borate